2-METHOXYNAPHTHALENE-5-BORONIC ACID COC1=CC=2C=CC=C(C2C=C1)B(O)O